N-methyl-3H-benzimidazole-5-carboxamide CNC(=O)C1=CC2=C(N=CN2)C=C1